C(C)SC=1C=C(C=NC1C1=NC=2C(=NC=C(C2)C(C(F)(F)F)(F)F)N1C)C#C[Si](C)(C)C 2-[5-ethylsulfanyl-6-[3-methyl-6-(1,1,2,2,2-pentafluoroethyl)imidazo[4,5-b]pyridin-2-yl]-3-pyridyl]ethynyl-trimethyl-silane